3-[2-methyl-4-({7-[3-(4-morpholinyl)propoxy]-4-quinazolinyl}oxy)phenyl]-1-[5-(trifluoromethyl)-3-pyridinyl]-2,4-imidazolidinedione CC1=C(C=CC(=C1)OC1=NC=NC2=CC(=CC=C12)OCCCN1CCOCC1)N1C(N(CC1=O)C=1C=NC=C(C1)C(F)(F)F)=O